3-((1-(2-methoxyethyl)-1H-benzo[d]imidazol-5-yl)ethynyl)-4-methyl-N-(4-(trifluoromethyl)pyridin-2-yl)benzamide COCCN1C=NC2=C1C=CC(=C2)C#CC=2C=C(C(=O)NC1=NC=CC(=C1)C(F)(F)F)C=CC2C